3-(hydroxy(4-(2-methoxyethoxy)phenyl)methyl)-5,7-dimethylisobenzofuran-1(3H)-one OC(C1OC(C2=C(C=C(C=C12)C)C)=O)C1=CC=C(C=C1)OCCOC